C1(CC1)C1=NN(C=C1NC1=NC=C(C(=N1)[Sn](C)(C)C)C(F)(F)F)C1CCN(CC1)C(=O)OC(C)(C)C tert-butyl 4-(3-cyclopropyl-4-((5-(trifluoromethyl)-4-(trimethylstannyl)pyrimidin-2-yl)amino)-1H-pyrazol-1-yl)piperidine-1-carboxylate